C(C#C)C=C(C(=O)O)C.C(C(=C)C)(=O)OC#CC propynyl methacrylate (propargyl methacrylate)